FC(S(=O)(=O)[C-](S(=O)(=O)C(F)(F)F)S(=O)(=O)C(F)(F)F)(F)F.[SH3+] sulfonium tris[(trifluoromethyl)sulfonyl]methanide